P(=O)(O)(O)O[C@H]1[C@]([C@@H](O[C@@H]1CO)N1C(=O)NC(=O)C=C1)(O)F 2'-fluorouridine-3'-phosphate